N1=CN=CC=2C1=NC=1C2C=CC=NC1 pyrimido[5',4':4,5]pyrrolo[3,2-e]azepin